C(CCCCCCCC(=O)O)(=O)O.C1(CCC(N1)=O)=O succinimide Azelate